1,7-bis(4-aminophenyl)tetradecane NC1=CC=C(C=C1)CCCCCCC(CCCCCCC)C1=CC=C(C=C1)N